ClC=1C(=C(C=CC1)[C@H]1CN(CC12CCC2)C(=O)C2=CN=CC(N2)=O)F (S)-6-(8-(3-chloro-2-fluorophenyl)-6-azaspiro[3.4]octane-6-carbonyl)pyrazin-2(1H)-one